O1CCN(CC1)C(=O)C=1C=C2C(=NC(=NN2C1)N/N=C/C=1C=C(C=CC1)C)N1CCOCC1 morpholino-[4-morpholino-2-[(2E)-2-(m-tolylmethylene)hydrazino]pyrrolo[2,1-f][1,2,4]triazin-6-yl]methanone